COC1=CC=C(C(=N1)C)N1CN(C2=CC=C(C=C2C1=O)OC(F)(F)F)C1=C(C=C(C#N)C=C1)C 4-(3-(6-methoxy-2-methylpyridin-3-yl)-4-oxo-6-(trifluoromethoxy)-3,4-dihydroquinazolin-1(2H)-yl)-3-methylbenzonitrile